FC1([C@@H](C1)C1=NNC=C1NC=1N=CC2=C(N1)N(C(C21CC1)=O)[C@H]1C[C@@H](CCC1)O)F 2'-((3-((S)-2,2-difluorocyclopropyl)-1H-pyrazol-4-yl)amino)-7'-((1R,3R)-3-hydroxycyclohexyl)spiro[cyclopropane-1,5'-pyrrolo[2,3-d]pyrimidin]-6'(7'H)-one